N-[(2S)-1-({(1S)-1-cyano-2-[(3S)-2-oxopyrrolidin-3-yl]ethyl}amino)-4-methyl-1-oxopentan-2-yl]-6-(trifluoromethyl)-1H-indole-2-carboxamide C(#N)[C@H](C[C@H]1C(NCC1)=O)NC([C@H](CC(C)C)NC(=O)C=1NC2=CC(=CC=C2C1)C(F)(F)F)=O